2-fluoro-6-(2,4-dimethoxyanilino)-9-(oxetan-2-yl)-9H-purine FC1=NC(=C2N=CN(C2=N1)C1OCC1)NC1=C(C=C(C=C1)OC)OC